FC=1C=C(CC2C(N(CCC2)C=2NC=C(N2)I)=O)C=CC1F 3-(3,4-Difluorobenzyl)-1-(4-iodo-1H-imidazol-2-yl)piperidin-2-one